ClC1=CC=C(C=C1)N1CCN(CC1)C(=O)C1=CC(=C(C=C1)S(=O)CC(=O)OCC)[N+](=O)[O-] Ethyl 2-((4-(4-(4-chlorophenyl)piperazine-1-carbonyl)-2-nitrophenyl)sulfinyl)acetate